((3,5-bis(hydroxymethyl)phenyl)amino)-10-oxodecanoic acid methyl ester COC(C(CCCCCCCC=O)NC1=CC(=CC(=C1)CO)CO)=O